COC(=O)C(C(=O)O)CC(C(=O)O)C1=CC=CC=C1 2-(methoxycarbonyl)-4-phenylpentanedioic acid